1-Bromo-3-[difluoro(4-fluorophenyl)methyl]-5-vinylbenzene BrC1=CC(=CC(=C1)C=C)C(C1=CC=C(C=C1)F)(F)F